The molecule is an O-acylcarnitine having (7Z,10Z,13Z,16Z)-docosatetraenoyl as the acyl substituent. It has a role as a metabolite. It derives from a carnitine. CCCCC/C=C\\C/C=C\\C/C=C\\C/C=C\\CCCCCC(=O)OC(CC(=O)[O-])C[N+](C)(C)C